(1-(t-butoxycarbonyl)-7'-(trifluoromethyl)-3',4'-dihydro-1'H-spiro[pyrrolidin-3,2'-[1,8]naphthyridine]-6'-yl)boronic acid C(C)(C)(C)OC(=O)N1CC2(NC3=NC(=C(C=C3CC2)B(O)O)C(F)(F)F)CC1